C(C(C(=O)[O-])OP(=O)([O-])[O-])O The molecule is a phosphoglycerate obtained by deprotonation of the carboxy and phosphate OH groups of 2-phosphoglyceric acid. It has a role as a mouse metabolite. It is a conjugate base of a 2-phosphoglyceric acid.